N1C=C(C2=CC=CC=C12)C[C@@H](C(=O)O)N1C(C2=CC=C(C=C2C1=O)[N+](=O)[O-])=O (S)-3-(1H-Indol-3-yl)-2-(5-nitro-1,3-dioxo-1,3-dihydro-isoindol-2-yl)-propionic acid